FC1=NC(=CC(=N1)N1CC2(C=3C=NC(=CC31)NC(C)=O)CC2)C N-(1'-(2-fluoro-6-methylpyrimidin-4-yl)-1',2'-dihydrospiro[cyclopropane-1,3'-pyrrolo[3,2-c]pyridin]-6'-yl)acetamide